COCCN(CC[C@@H](C(=O)OC)NC1=CC=NC2=CC=CC=C12)CCCCC1=NC=2NCCCC2C=C1 methyl (S)-4-((2-methoxyethyl)(4-(5,6,7,8-tetrahydro-1,8-naphthyridin-2-yl)butyl)amino)-2-(quinolin-4-ylamino)butanoate